(2-((5-bromo-2-((1-methyl-1H-indazol-6-yl)amino)pyrimidin-4-yl)amino)phenyl)dimethylphosphine BrC=1C(=NC(=NC1)NC1=CC=C2C=NN(C2=C1)C)NC1=C(C=CC=C1)P(C)C